COCCOC=1C=CC(=C(C#N)C1)B1OC(C(O1)(C)C)(C)C 5-(2-methoxyethoxy)-2-(4,4,5,5-tetramethyl-1,3,2-dioxaborolan-2-yl)benzonitrile